tert-butyl 4-(4-methylsulfonyloxycyclohexyl)piperidine-1-carboxylate CS(=O)(=O)OC1CCC(CC1)C1CCN(CC1)C(=O)OC(C)(C)C